(S)-2-methyl-N-(pyrrolidin-3-yl)-5-((3-(trifluoromethoxy)benzyl)oxy)benzofuran-3-carboxamide CC=1OC2=C(C1C(=O)N[C@@H]1CNCC1)C=C(C=C2)OCC2=CC(=CC=C2)OC(F)(F)F